2-Amino-4-((2R,4R)-4-ethoxy-1-((5-methoxy-7-methyl-1H-indol-4-yl)methyl)piperidin-2-yl)benzoic acid NC1=C(C(=O)O)C=CC(=C1)[C@@H]1N(CC[C@H](C1)OCC)CC1=C2C=CNC2=C(C=C1OC)C